N-((R)-1-(2-methyl-3-(trifluoromethyl)phenyl)ethyl)-4-(((S)-1-methylazepan-3-yl)amino)-6-oxo-1-(tetrahydro-2H-pyran-4-yl)-1,6-dihydropyridine-3-carboxamide CC1=C(C=CC=C1C(F)(F)F)[C@@H](C)NC(=O)C1=CN(C(C=C1N[C@@H]1CN(CCCC1)C)=O)C1CCOCC1